C(C=C)OC1=C(C=C(C=C1)CN1N=CC=2C1=NC(=NC2N)Cl)COC2=CC(=CC=C2)CO[Si](C)(C)C(C)(C)C 1-((4-allyloxy-3-((3-((tert-butyl(dimethyl)silyl)oxymethyl)phenoxy)methyl)phenyl)methyl)-6-chloro-pyrazolo[3,4-d]pyrimidin-4-amine